2-methyl-1,4-phenylene-bis(4-hydroxy-2,6-dimethylbenzoate) CC1=C(C=CC(=C1)C=1C(=C(C(=O)[O-])C(=CC1O)C)C)C=1C(=C(C(=O)[O-])C(=CC1O)C)C